C(=O)(OC(C)(C)C)N1C(OC(=C1C(=O)O)C)CN N-Boc-2-Aminomethyl-5-methyl-oxazole-4-carboxylic acid